C(CC)(=O)ON1C(C1CCCCC)CCCCC [2,3-dipentyl-(1-aziridinyl)] propionate